ethyl 2-(methyl((S)-3-(5-methyl-2-(trifluoromethyl)-pyridin-4-yl)-5-(piperidin-1-yl)pentyl)amino)-2-(3-methyl-2-((1r,4S)-4-(trifluoromethoxy)-cyclohexyl)phenyl)acetate CN(C(C(=O)OCC)C1=C(C(=CC=C1)C)C1CCC(CC1)OC(F)(F)F)CC[C@H](CCN1CCCCC1)C1=CC(=NC=C1C)C(F)(F)F